N=1C(C=C2C=CC=CC12)=N indole-imine